ClC=1C=C2C(=CC(NC2=CC1)=O)C1=C(C=CC=C1)F 6-chloro-4-(2'-fluorophenyl)-2-quinolinone